N-((1H-pyrrolo[2,3-b]pyridin-3-yl)methyl)-7-(8-ethylnaphthalen-1-yl)-8-fluoro-2-((hexahydro-1H-pyrrolizin-7a-yl)methoxy)pyrido[4,3-d]pyrimidin-4-amine N1C=C(C=2C1=NC=CC2)CNC=2C1=C(N=C(N2)OCC23CCCN3CCC2)C(=C(N=C1)C1=CC=CC2=CC=CC(=C12)CC)F